tert-butyl N-tert-butoxycarbonyl-N-(7-chloro-6-methyl-[1,3]dioxolo[4,5-b]pyridin-5-yl)carbamate C(C)(C)(C)OC(=O)N(C(OC(C)(C)C)=O)C1=C(C(=C2C(=N1)OCO2)Cl)C